FC=1C(=C(C=CC1F)[C@@H]1[C@H](O[C@@]([C@@H]1C)(C(F)(F)F)C)C(=O)NC1=CC(=NC=C1)S(=O)C)OC |r| rac-(2S,3R,4R,5S)-3-(3,4-difluoro-2-methoxyphenyl)-4,5-dimethyl-N-(2-(methylsulfinyl)pyridin-4-yl)-5-(trifluoromethyl)tetrahydrofuran-2-carboxamide